(E)-3-(5-bromo-6-methoxy-pyridin-3-yl)-acryloyl azide BrC=1C=C(C=NC1OC)/C=C/C(=O)N=[N+]=[N-]